5-((3-benzhydryl-2-oxoimidazolidin-1-yl)methyl)-2-(2,4-dioxotetrahydropyrimidin-1(2H)-yl)isoindoline-1,3-dione C(C1=CC=CC=C1)(C1=CC=CC=C1)N1C(N(CC1)CC=1C=C2C(N(C(C2=CC1)=O)N1C(NC(CC1)=O)=O)=O)=O